3-(1-(2-fluoro-9-(tetrahydro-2H-pyran-2-yl)-9H-purin-ylamino)ethyl)-8-methyl-2-phenylisoquinoline-1(2H)-one FC1=NC=C2N=C(N(C2=N1)C1OCCCC1)NC(C)C=1N(C(C2=C(C=CC=C2C1)C)=O)C1=CC=CC=C1